lead phenethylamine iodine [I].C(CC1=CC=CC=C1)N.[Pb]